(cis)-N1-phenylcyclobutane-1,3-diamine hydrochloride Cl.C1(=CC=CC=C1)N[C@@H]1C[C@@H](C1)N